CC1N(CCN(C1)C)C=1C=C(C=CC1)N1C=CC2=C(C=CC(=C12)C)F N-(3-(2,4-dimethylpiperazin-1-yl)phenyl)-4-fluoro-7-methyl-1H-indole